ClC1=C(C(C2=CC=CC=C2C1OC1=CC=CC=C1)OC1=CC=CC=C1)NCC1=C(C(=O)NC2=NC=NC=C2)C=CC=C1 (((3-chloro-1,4-diphenoxy-1,4-dihydronaphthalen-2-yl)amino)methyl)-N-(pyrimidin-4-yl)benzamide